diisostearyl dimethacrylate C(C(=C)C)(=O)OCCCCCCCCCCCCCCCC(C)C.C(C(=C)C)(=O)OCCCCCCCCCCCCCCCC(C)C